CC1(C(CCC1(C)C(=O)O)C(=O)O)C (+)-Camphoric acid